vinyl-imidazole bromide salt [Br-].C(=C)C=1NC=CN1